methyl 1-(1-methylsulfonylethyl)pyrazole-3-carboxylate CS(=O)(=O)C(C)N1N=C(C=C1)C(=O)OC